ClC1=CC=C(C=C1)C(C(=O)N[C@H](C(=O)N[C@H](CCC(=O)OCC)C(=O)OCC)CC1=CC=C(C=C1)C)(C)C Diethyl ((S)-2-(2-(4-chlorophenyl)-2-methylpropanamido)-3-(p-tolyl)propanoyl)-D-glutamate